O1C(CC1)CO OXETANEMETHANOL